C(C)(C)(C)OC(=O)N1CC(C1)=NOC(C1=CC=C(C=C1)C(F)(F)F)=O 3-(((4-(trifluoromethyl)benzoyl)oxy)imino)azetidine-1-carboxylic acid tert-butyl ester